CO[C@@H]1CN(CC1)CC1=CC(=NC=C1)NC=1SC2=C(N1)C=CC(=C2)C=2C=NNC2C (S)-N-(4-((3-methoxy-pyrrolidin-1-yl)methyl)-pyridin-2-yl)-6-(5-methyl-1H-pyrazol-4-yl)benzo[d]thiazol-2-amine